C(C)(=O)CC(C)=O.N1C(=NC=C1)C(=O)CC(=O)C=1NC=CN1 diimidazoleformylmethane compound with acetylacetone